(2,3-dihydro-1,4-benzodioxin-6-yl-methyl)imidazo[4,5-b]pyridin-6-amine O1CCOC2=C1C=CC(=C2)CC=2N=C1C(=NC=C(C1)N)N2